C(C1=CC=CC=C1)(=O)OC(CC)C(C(CCC)OC(C1=CC=CC=C1)=O)(C)C 4,4-dimethyl-3,5-octanediol dibenzoate